[Si](C1=CC=CC=C1)(C1=CC=CC=C1)(C(C)(C)C)OC[C@@H]1[C@H](C1)CO |r| Racemic-((1S,2S)-2-(((tert-butyldiphenylsilyl)oxy)methyl)cyclopropyl)methanol